OC1=CC(=C(C=C1)N/C(=C/C(=O)C1=CC=C(C(=O)OC)C=C1)/SC)C Methyl (Z)-4-(3-((4-hydroxy-2-methylphenyl)amino)-3-(methylthio)acryloyl)benzoate